3-[(6R,8aS)-2-[4-chloro-2-(trifluoromethyl)phenyl]-6-methyl-3-oxo-5,6,8,8a-tetrahydro-1H-imidazo[1,5-a]pyrazin-7-yl]-6-(2-ethoxy-3-pyridyl)pyridine-2-carbaldehyde ClC1=CC(=C(C=C1)N1C(N2[C@@H](CN([C@@H](C2)C)C=2C(=NC(=CC2)C=2C(=NC=CC2)OCC)C=O)C1)=O)C(F)(F)F